N-[2-(Cyclopropylmethoxy)ethyl]-5-(4-methoxyphenyl)-3,3-dimethylmorpholine-4-carboxamide C1(CC1)COCCNC(=O)N1C(COCC1C1=CC=C(C=C1)OC)(C)C